C=1(C(=CC=C2C=CC=CC12)C=O)C1=CC=CC2=CC=CC=C12 bi-naphthal